1-(4-(4-(5-(2-bromo-6-fluorophenyl)-4,5-dihydroisoxazol-3-yl)thiazol-2-yl)piperidin-1-yl)-2-((2-methoxypyrimidin-5-yl)oxy)ethan-1-one BrC1=C(C(=CC=C1)F)C1CC(=NO1)C=1N=C(SC1)C1CCN(CC1)C(COC=1C=NC(=NC1)OC)=O